ClC1=C(OCC=2C=C(C(=O)N(C)OC)C=CC2)C=CC(=C1)C(F)(F)F 3-((2-chloro-4-(trifluoromethyl)phenoxy)methyl)-N-methoxy-N-methylbenzamide